BrC1=C(CN2N=C(N=N2)C2=CC=CC(=N2)C(CS(=O)(=O)N)(C)O)C=C(C=C1)OC(F)(F)F 2-(6-(2-(2-bromo-5-(trifluoromethoxy)benzyl)-2H-tetrazol-5-yl)pyridin-2-yl)-2-hydroxypropane-1-sulfonamide